C1(CC1)N1N2C(C=3C4=C(C(=CC3C1)OCCC1CC1)OCC4)=CC(C(=C2)C(=O)O)=O 7-Cyclopropyl-4-(2-cyclopropylethoxy)-11-oxo-2,6,7,11-tetrahydro-1H-furo[2,3-h]pyrido[2,1-a]phthalazine-10-carboxylic Acid